N-(2-(4,4-difluorocyclohexyl)-4-(2,5-difluorophenyl)pyridin-3-yl)-3-(trifluoromethyl)isothiazole-5-carboxamide FC1(CCC(CC1)C1=NC=CC(=C1NC(=O)C1=CC(=NS1)C(F)(F)F)C1=C(C=CC(=C1)F)F)F